tert-Butyl 4-(4-((2-(3-chlorobicyclo[1.1.1]pentan-1-yl)-5,5-dimethylcyclohex-1-en-1-yl)methyl)piperazin-1-yl)benzoate ClC12CC(C1)(C2)C2=C(CC(CC2)(C)C)CN2CCN(CC2)C2=CC=C(C(=O)OC(C)(C)C)C=C2